C(C)(=O)C1=NN(C2=C(C=C(C=C12)C=1C=NC(=NC1)C)CC)CC(=O)N1[C@@H]2C[C@@]2(C[C@H]1C(=O)NC1=NC(=CC=C1C)Br)CN(C)C (1R,3S,5R)-2-(2-(3-acetyl-7-ethyl-5-(2-methylpyrimidin-5-yl)-1H-indazol-1-yl)acetyl)-N-(6-bromo-3-methylpyridin-2-yl)-5-((dimethylamino)methyl)-2-azabicyclo[3.1.0]hexane-3-carboxamide